3-[(3-Carboxy-2-hydroxy-5-methylphenyl)methyl]-2-hydroxy-5-methylbenzoic acid C(=O)(O)C=1C(=C(C=C(C1)C)CC=1C(=C(C(=O)O)C=C(C1)C)O)O